C(C)(C)(C)OC(=O)N1[C@@H]([C@@H]2[C@H](C1)C21CCCC1)CO.C(C)(C)O[Si](OC(C)C)(OC(C)C)CN1CCOCC1 4-(triisopropoxysilylmethyl)tetrahydro-1,4-oxazine tert-Butyl-(1R,2S,5S)-2-(hydroxymethyl)-3-azaspiro[bicyclo[3.1.0]hexane-6,1'-cyclopentane]-3-carboxylate